C(C)(C)(C)OC(=O)N1CC=2N=C(N=C(C2C1)N1[C@@H](CCC1)CO)NC=1N=CN(C1)C1=CC(=C(C(=C1)OC)OC)OC (S)-4-(2-(hydroxymethyl)pyrrolidin-1-yl)-2-(1-(3,4,5-trimethoxyphenyl)-1H-imidazol-4-ylamino)-5H-pyrrolo[3,4-d]pyrimidine-6(7H)-carboxylic acid tert-butyl ester